2-acetyl-3,5-dimethyl-furan C(C)(=O)C=1OC(=CC1C)C